Di-(n-dodecyl)amine C(CCCCCCCCCCC)NCCCCCCCCCCCC